C12(CC(C1)C2)C2C[C@H](N(C2)C(=O)C=2NC1=CC=CC(=C1C2)OC)C(=O)N[C@@H](C[C@H]2C(NCC2)=O)C#N (2S)-4-(1-bicyclo[1.1.1]pentanyl)-N-[(1S)-1-cyano-2-[(3S)-2-oxopyrrolidin-3-yl]ethyl]-1-(4-methoxy-1H-indole-2-carbonyl)pyrrolidine-2-carboxamide